BrC1=CC(=CC=2C(N3C(=NC12)CCC3)=O)F 5-bromo-7-fluoro-2,3-dihydro-1H-pyrrolo[2,1-b]quinazolin-9-one